C(\C=C/C(=O)O)(=O)O.NC1=C2C(=NC=N1)N(N=C2C=2C=NC=C(C2)O)[C@@H](C)C=2OC(C1=CC=CC=C1C2C2=CC(=CC=C2)CN2CCN(CC2)C)=O (S)-3-(1-(4-amino-3-(5-hydroxypyridin-3-yl)-1H-pyrazolo[3,4-d]pyrimidin-1-yl)ethyl)-4-(3-((4-methylpiperazin-1-yl)methyl)phenyl)-1H-isochromen-1-one Maleate